2-(5-Phenylpentyl)benzimidazole (1-hydroxynaphthalen-2-yl-hydrazinylidene)-7-nitro-3-oxo-naphthalene-1-sulphonate sodium [Na+].OC1=C(C=CC2=CC=CC=C12)NN=C1C(=C2C=C(C=CC2=CC1=O)[N+](=O)[O-])S(=O)(=O)[O-].C1(=CC=CC=C1)CCCCCC=1NC2=C(N1)C=CC=C2